(cyclopent-1-en-1-yl)pyridazin-4-amine C1(=CCCC1)C=1N=NC=CC1N